NCC=1C=C(C=CC1)C1CCN(CC1)C(CC=1C=C(C=CC1F)B(O)O)=O 3-(2-(4-(3-(aminomethyl)phenyl)piperidin-1-yl)-2-oxoethyl)-4-fluorophenylboronic acid